Pentacosanol C(CCCCCCCCCCCCCCCCCCCCCCCC)O